BrC1=C(OC=2C=C(OCCN3CCN(CC3)C(=O)OC(C)(C)C)C=CC2)C=CC(=C1)C(=O)OC tert-butyl 4-[2-[3-(2-bromo-4-methoxycarbonyl-phenoxy)phenoxy]ethyl]piperazine-1-carboxylate